Cl.C(C1=CC=CC=C1)C1=CC2=C(C=N1)C(CN2C(CN2[C@H](CN[C@@H](C2)C)CN2N=CC(=C2)C)=O)(C)C 1-{6-Benzyl-3,3-dimethyl-1H,2H,3H-pyrrolo[3,2-c]pyridin-1-yl}-2-[(2R,5R)-5-methyl-2-[(4-methyl-1H-pyrazol-1-yl)methyl]piperazin-1-yl]ethan-1-one hydrochloride